C(CC)C1=C(C(C=O)=CC=C1)O 3-PROPYLSALICYLALDEHYDE